COC1=CC=C(C=C1)P1(SP(S1)(=S)C1=CC=C(C=C1)OC)=S bis(4-methoxyphenyl)-1,3,2lambda5,4lambda5-dithiadiphosphetane-2,4-dithione